tert-Butyl ((1r,4r)-4-(6-methoxy-5-((1-methyl-2-oxo-1,2-dihydropyridin-3-yl)carbamoyl)-2H-indazol-2-yl)cyclohexyl)(methyl)carbamate COC=1C(=CC2=CN(N=C2C1)C1CCC(CC1)N(C(OC(C)(C)C)=O)C)C(NC=1C(N(C=CC1)C)=O)=O